O-(1,3-dimethyl-6-nitro-2-oxo-2,3-dihydro-1H-benzo[d]imidazol-5-yl)-L-serine methyl ester COC([C@@H](N)COC1=CC2=C(N(C(N2C)=O)C)C=C1[N+](=O)[O-])=O